C1(CC1)CC1C2=C(C(N(C1)C)=O)C(=C(N2)C2=CC(=NC=C2)NC(CC2=CC=C(C=C2)F)=O)C2=CC=C(C=C2)F N-{4-[7-(Cyclopropylmethyl)-3-(4-fluorophenyl)-5-methyl-4-oxo-4,5,6,7-tetrahydro-1H-pyrrolo[3,2-c]pyridin-2-yl]pyridin-2-yl}-2-(4-fluorophenyl)acetamid